1,1,1,3,3,3-hexafluoro-propan-2-yl (±)-1-((5-fluoropyridin-3-yl)carbamoyl)-6-azaspiro[2.5]octane-6-carboxylate FC=1C=C(C=NC1)NC(=O)[C@@H]1CC12CCN(CC2)C(=O)OC(C(F)(F)F)C(F)(F)F |r|